[Br-].[Br-].C(C1=CC=C(C=C1)NC(=O)OCCOCC[N+](CCCCCCCCCCCCCCCC)(C)C)C1=CC=C(C=C1)NC(=O)OCCOCC[N+](CCCCCCCCCCCCCCCC)(C)C N,N'-(((((((Methylenebis(4,1-phenylene))bis(azanediyl))bis(carbonyl))bis(oxy))bis(ethane-2,1-diyl))bis(oxy))bis(ethane-2,1-diyl))bis(N,N-dimethylhexadecane-1-aminium) dibromide